COC(CCCCCC\C=C\CCCCCCCCC)=O (E)-8-octadecenoic acid methyl ester